butyl 2-(4-amino-5-methoxy-9H-pyrimido[4,5-b]indol-9-yl)acetate NC1=NC=NC=2N(C3=CC=CC(=C3C21)OC)CC(=O)OCCCC